4-(4-((2,4-dioxothiazolidin-5-ylidene)methyl)-2-methoxyphenoxy)-3-(trifluoromethyl)benzonitrile O=C1SC(C(N1)=O)=CC1=CC(=C(OC2=C(C=C(C#N)C=C2)C(F)(F)F)C=C1)OC